(S)-quinuclidin-3-yl ((R)-6-fluoro-5-(3-fluoro-5-isobutoxyphenyl)-2,2-dimethyl-2,3-dihydro-1H-inden-1-yl)carbamate FC1=C(C=C2CC([C@H](C2=C1)NC(O[C@@H]1CN2CCC1CC2)=O)(C)C)C2=CC(=CC(=C2)OCC(C)C)F